1-benzyl-5-chloro-4-(2-oxoethyl)-1H-pyrazole C(C1=CC=CC=C1)N1N=CC(=C1Cl)CC=O